4,4,5,5-Tetramethyl-2-(4-neopentylphenyl)-1,3,2-dioxaborolane CC1(OB(OC1(C)C)C1=CC=C(C=C1)CC(C)(C)C)C